6-iso-Butyl-2-[(2-methylbenzoyl)amino]-5,7-dihydro-4H-thieno[2,3-c]pyridine-3-carboxylic acid formate salt C(=O)O.C(C(C)C)N1CC2=C(CC1)C(=C(S2)NC(C2=C(C=CC=C2)C)=O)C(=O)O